P1(=O)(OOCCCCCCCCCC)OOCC(C)O1 decyloxy oxypropylene phosphate